tert-butyl N-tert-butoxycarbonyl-N-[2-[2-[2-[2-[2-[2-(2-hydroxyethoxy)ethoxy]ethoxy] ethoxy]ethoxy]ethoxy]ethyl]carbamate C(C)(C)(C)OC(=O)N(C(OC(C)(C)C)=O)CCOCCOCCOCCOCCOCCOCCO